4-(methoxymethyl)pyrrolidine-2-carboxylate COCC1CC(NC1)C(=O)[O-]